tert-butyl (2R)-2-((5-chloro-7-(6-((6,6-dimethyl-2,4-dioxo-3-azabicyclo[3.1.0]hexan-3-yl)methyl)pyrrolo[2,1-f][1,2,4]triazin-4-yl)-1H-indol-1-yl)methyl)morpholine-4-carboxylate ClC=1C=C2C=CN(C2=C(C1)C1=NC=NN2C1=CC(=C2)CN2C(C1C(C1C2=O)(C)C)=O)C[C@@H]2CN(CCO2)C(=O)OC(C)(C)C